8-(2-chloro-6-methylpyridin-4-yl)-7-(2,4-difluorophenyl)-[1,2,4]triazolo[4,3-c]pyrimidin-5-amine ClC1=NC(=CC(=C1)C=1C=2N(C(=NC1C1=C(C=C(C=C1)F)F)N)C=NN2)C